4-(4-dimethylaminostyryl)picoline p-toluenesulfonate CC1=CC=C(C=C1)S(=O)(=O)O.CN(C1=CC=C(C=CC2=CC(=NC=C2)C)C=C1)C